ClC1=CC(=CC(=N1)N1CCN(CC1)S(=O)(=O)C1=CC=C(C=C1)N1CC2(CC1=O)CCNCC2)C(F)(F)F 2-[4-[4-[6-chloro-4-(trifluoromethyl)-2-pyridinyl]piperazin-1-yl]sulfonylphenyl]-2,8-diazaspiro[4.5]decan-3-one